CC=1C(=CSC1)OB(O)O 4-methyl-3-thienyl-boric acid